3-((4-Acetyl-1-(4-methoxybenzyl)-6-oxo-1,6-dihydropyrimidin-5-yl)oxy)-5-chloro-2-fluorobenzonitrile C(C)(=O)C=1N=CN(C(C1OC=1C(=C(C#N)C=C(C1)Cl)F)=O)CC1=CC=C(C=C1)OC